OC(C)C=1C=C(C=C2C(N(C(=NC12)N1CCCCC1)C)=O)C 8-(1-hydroxyethyl)-3,6-dimethyl-2-(piperidin-1-yl)quinazolin-4(3H)-one